di(5-hexenyl) maleate C(\C=C/C(=O)OCCCCC=C)(=O)OCCCCC=C